C1(=CCCCC1)C=1C(=NN2C1NC(=C(C2=O)C2=CC=C(C=C2)OC)NC2=NC=CC=C2)C2=CC=CC=C2 3-(cyclohex-1-en-1-yl)-6-(4-methoxyphenyl)-2-phenyl-5-(pyridin-2-ylamino)pyrazolo[1,5-a]pyrimidin-7(4H)-one